OC=1C=C(C2=CC=CC=C2C1)N1CC=2N=C(N=C(C2CC1)N1C[C@@H](NCC1)CC#N)O[C@@H](C=O)C 2-[(2S)-4-[7-(3-hydroxy-1-naphthyl)-2-[(1R)-1-methyl-2-oxo-ethoxy]-6,8-dihydro-5H-pyrido[3,4-d]pyrimidin-4-yl]piperazin-2-yl]acetonitrile